(6-methyl-pyrazin-2-yl)-amine CC1=CN=CC(=N1)N